CC1=NN(C(=C1)C)C(=S)S 3,5-dimethylpyrazole-1-carbodithioic acid